C(C)OCOC1=C(C2=CC=CC=C2C=C1)CC1=C(C=CC2=CC=CC=C12)OC(C)N ((1-((2-(ethoxymethoxy)naphthalen-1-yl)methyl)naphthalen-2-yl)oxy)ethan-1-amine